The molecule is a phosphatidylcholine 38:4 in which the acyl groups specified at positions 1 and 2 are (9Z)-octadecenoyl and (5Z,8Z,11Z)-eicosatrienoyl respectively. It derives from an oleic acid and a (5Z,8Z,11Z)-icosatrienoic acid. CCCCCCCC/C=C\\CCCCCCCC(=O)OC[C@H](COP(=O)([O-])OCC[N+](C)(C)C)OC(=O)CCC/C=C\\C/C=C\\C/C=C\\CCCCCCCC